(S)-4-(5-((2,8-dimethylimidazo[1,2-a]pyrazin-6-yl)carbamoyl)-4-ethoxypyrimidin-2-yl)-2-methylpiperazine-1-carboxylic acid tert-butyl ester C(C)(C)(C)OC(=O)N1[C@H](CN(CC1)C1=NC=C(C(=N1)OCC)C(NC=1N=C(C=2N(C1)C=C(N2)C)C)=O)C